C(C)(C)(C)OC(=O)N1CC(C1)CN1CCC(CC1)CN1CCNCC1 3-((4-(piperazin-1-ylmethyl)piperidin-1-yl)methyl)azetidine-1-carboxylic acid tert-butyl ester